C(#N)C1=C(C=CC=C1)[C@H]([C@@H](C)C=1N(C(C(=C(N1)C(=O)NC=1C=NOC1)O)=O)C)C=1C=NN(C1)CCOC 2-((1S,2R)-1-(2-cyanophenyl)-1-(1-(2-methoxyethyl)-1H-pyrazol-4-yl)propan-2-yl)-5-hydroxy-N-(isoxazol-4-yl)-1-methyl-6-oxo-1,6-dihydropyrimidine-4-carboxamide